tetrahydropyridazine-3,5-dione N1NC(CC(C1)=O)=O